2-(6-(((1R,2R,5S)-8-(2-Hydroxyethyl)-8-azabicyclo[3.2.1]octan-2-yl)amino)pyridazin-3-yl)-3-methyl-5-(trifluoromethyl)phenol OCCN1[C@H]2[C@@H](CC[C@H]1CC2)NC2=CC=C(N=N2)C2=C(C=C(C=C2C)C(F)(F)F)O